CC(C)(C)[S@@](=O)/N=C/C=1C=C2C(=CN1)N(N=C2)CC(F)(F)F (R,E)-2-methyl-N-((1-(2,2,2-trifluoroethyl)-1H-pyrazolo[3,4-c]pyridin-5-yl)methylene)propane-2-sulfinamide